CN1N=NC=C1COC1OCCCC1 1-Methyl-5-(((Tetrahydro-2H-Pyran-2-yl)oxy)Methyl)-1H-1,2,3-Triazole